N-[[4-[5-(difluoromethyl)-1,3,4-oxadiazol-2-yl]-2-fluoro-phenyl]methyl]-N-(3-fluorophenyl)-3-methylsulfanyl-azetidine-1-carboxamide FC(C1=NN=C(O1)C1=CC(=C(C=C1)CN(C(=O)N1CC(C1)SC)C1=CC(=CC=C1)F)F)F